OC1=CC=C(COP(=O)([O-])[O-])C=C1 4-hydroxybenzyl-phosphate